4-amino-N-(tetrahydro-2H-pyran-4-yl)piperidine-1-sulfonamide NC1CCN(CC1)S(=O)(=O)NC1CCOCC1